4-(1,2,3,4-tetrahydroquinolin-2-yl)benzamide N1C(CCC2=CC=CC=C12)C1=CC=C(C(=O)N)C=C1